FC=1C(=CC(=NC1)OC)COC1=CC=C(C=N1)CC1=NOC(=C1)C=1C(=NC=CC1)N 3-(3-((6-((5-fluoro-2-methoxypyridin-4-yl)methoxy)pyridin-3-yl)methyl)isoxazol-5-yl)pyridin-2-amine